(2R,4R)-6-chloro-N-{3-[2-(4-chloro-3-fluorophenyl)-1,3-oxazol-5-yl]bicyclo[1.1.1]pentan-1-yl}-4-hydroxy-3,4-dihydro-2H-1-benzopyran-2-carboxamide ClC=1C=CC2=C([C@@H](C[C@@H](O2)C(=O)NC23CC(C2)(C3)C3=CN=C(O3)C3=CC(=C(C=C3)Cl)F)O)C1